1,1-bis(4-cyanophenyl)cyclopentane C(#N)C1=CC=C(C=C1)C1(CCCC1)C1=CC=C(C=C1)C#N